C[C@H]1CN(CCO1)C(=O)N1CC2=C(C=C(C=C2CC1)C=1C=C2C(=NC1)NC=C2C)[C@H]2N(CCC2)C(=O)OC(C)(C)C tert-butyl (S)-2-[2-[(S)-2-methylmorpholine-4-carbonyl]-6-(3-methyl-1H-pyrrolo[2,3-b]pyridin-5-yl)-1,2,3,4-tetrahydroisoquinolin-8-yl]pyrrolidine-1-carboxylate